C(C)(C)(C)OC(=O)NCCC1(CCC1)CC([C@@H](C)NC(OC(C)(C)C)=O)CO tert-butyl ((2R)-4-(1-(2-((tert-butoxycarbonyl)amino)ethyl)cyclobutyl)-3-(hydroxymethyl)butan-2-yl)carbamate